CC=1C=CC2=C(N=C(N=C2C23CC(C2)(C3)C(F)(F)F)N3C[C@@H](OCC3)C=3C=NN(C3)C)N1 7-methyl-2-((2S)-2-(1-methyl-1H-pyrazol-4-yl)-4-morpholinyl)-4-(3-(trifluoromethyl)bicyclo[1.1.1]pentan-1-yl)pyrido[2,3-d]pyrimidine